COC1=NC=C(C=N1)N(C(=O)NC=1C=NC=NC1)CC1=NNC(=C1)C(F)(F)F 1-(2-methoxypyrimidin-5-yl)-3-(pyrimidin-5-yl)-1-((5-(trifluoromethyl)-1H-pyrazol-3-yl)methyl)urea